ClC1=NC=C2C(=N1)N(N=C2)C2=C(C(=CC=C2)C2=NN(C=N2)C)OC 6-chloro-1-(2-methoxy-3-(1-methyl-1H-1,2,4-triazol-3-yl)phenyl)-1H-pyrazolo[3,4-d]pyrimidine